(5Z)-2-(Cycloheptylamino)-3-methyl-5-[(2-methylindazol-5-yl)methylene]imidazol-4-one C1(CCCCCC1)NC1=N\C(\C(N1C)=O)=C/C1=CC2=CN(N=C2C=C1)C